ClC1=CC(=NC=N1)NCC=1C=C2C(=NC1)NC=C2Cl 6-chloro-N-((3-chloro-1H-pyrrolo[2,3-b]pyridin-5-yl)methyl)pyrimidin-4-amine